4-((4-(4-(4-chloro-7,7-dimethyl-5-oxo-5,7-dihydroindolo[1,2-a]quinazolin-10-yl)piperidin-1-yl)cyclohexyl)amino)-2-(2,6-dioxopiperidin-3-yl)isoindoline-1,3-dione ClC=1C=2C(N=C3N(C2C=CC1)C1=CC(=CC=C1C3(C)C)C3CCN(CC3)C3CCC(CC3)NC3=C1C(N(C(C1=CC=C3)=O)C3C(NC(CC3)=O)=O)=O)=O